(R)-4-(1-Phenylethoxy)benzoic acid C1(=CC=CC=C1)[C@@H](C)OC1=CC=C(C(=O)O)C=C1